dioxane Sulfonium [SH3+].O1CCOCC1